(6S)-N'-((1,2,3,5,6,7-hexahydro-s-indacen-4-yl)carbamoyl)-6-(2-methoxyethoxy)-6,7-dihydro-5H-pyrazolo[5,1-b][1,3]oxazine-3-sulfonimidamide C1CCC2=C(C=3CCCC3C=C12)NC(=O)N=S(=O)(N)C=1C=NN2C1OC[C@H](C2)OCCOC